N-(2-fluoro-5-(3-(9H-purin-6-yl)pyridin-2-ylamino)phenyl)-3-nitro-5-(trifluoromethyl)benzamid FC1=C(C=C(C=C1)NC1=NC=CC=C1C1=C2N=CNC2=NC=N1)NC(C1=CC(=CC(=C1)C(F)(F)F)[N+](=O)[O-])=O